C(C)(C)(C)OC(=O)N1CC(CC=C1C1=CC2=C(OC3(CCC3)O2)C=C1)C tert-butyl-3-methyl-6-(spiro[benzo[d][1,3]dioxole-2,1'-cyclobutan]-5-yl)-3,4-dihydropyridine-1(2H)-carboxylate